C(=O)(O)CC1=CC(NC(N1)=O)=O 6-carboxymethyluracil